(R)-1-(3-(1,1-difluoroethyl)-5-nitrophenyl)ethan-1-amine FC(C)(F)C=1C=C(C=C(C1)[N+](=O)[O-])[C@@H](C)N